N-(4-(5-(difluoromethyl)-1,3,4-oxadiazol-2-yl)benzyl)-N-phenylethane-1-sulfonamide FC(C1=NN=C(O1)C1=CC=C(CN(S(=O)(=O)CC)C2=CC=CC=C2)C=C1)F